nitrosophenylketoxime N(=O)C1=C(C=CC=C1)C(=NO)C1=C(C=CC=C1)N=O